bis(4-amino-3-ethylcyclohexyl)-methane NC1C(CC(CC1)CC1CC(C(CC1)N)CC)CC